COCOC=1C=C(C2=CC=C(C=C2C1)C(F)(F)F)O 3-(methoxymethoxy)-6-(trifluoromethyl)naphthalen-1-ol